4-(1H-imidazol-4-yl)pyridine N1C=NC(=C1)C1=CC=NC=C1